lauroyl-2-hydroxysn-glycero-3-phosphocholine C(CCCCCCCCCCC)(=O)C(OP(OC[C@@H](CO)OO)(=O)[O-])C[N+](C)(C)C